C(C)OC(=C)C=1C=C(C2=C(N(C(=N2)C)C(C)C)C1)F 6-(1-ethoxyvinyl)-4-fluoro-1-isopropyl-2-methyl-1H-benzimidazole